(1S,4S,4aR,8aS)-4-[(3S)-3-hydroxy-3-methylpent-4-en-1-yl]-4a,8,8-trimethyl-3-methyliden-decahydronaphthalen-1-yl N-methylcarbamate CNC(O[C@H]1CC([C@@H]([C@]2(CCCC([C@H]12)(C)C)C)CC[C@](C=C)(C)O)=C)=O